CN(C1=CC=C(C=C1)C1=CC=C(C=C1)CN(C(=O)C1CCCCC1)C=1C=C(C=CC1)C1CC(C1)C(=O)OC)C Methyl 3-(3-(N-((4'-(dimethylamino)-[1,1'-biphenyl]-4-yl)methyl)cyclohexanecarboxamido) phenyl)cyclobutanecarboxylate